CC1=CC=NC(=C1)N1CCC(CC1)C(F)(F)F 4-methyl-6-(4-(trifluoromethyl)piperidin-1-yl)pyridin